phosphonic acid-mono-(4-nitrophenyl) ester sodium salt [Na+].[N+](=O)([O-])C1=CC=C(C=C1)OP([O-])=O